N-[(2-aminoquinolin-7-yl)methyl]-N-(2-methanesulfonylpyridin-3-yl)-2-(propan-2-yloxy)acetamide NC1=NC2=CC(=CC=C2C=C1)CN(C(COC(C)C)=O)C=1C(=NC=CC1)S(=O)(=O)C